ClC1=C(C=C(C(=C1)Cl)OC)NC1=C(C=NC2=CC(=C(C=C12)OC)OCCCN1CCN(CC1)CC1=CC=C(C=C1)NC1C(NC(CC1)=O)=O)C#N 4-((2,4-dichloro-5-methoxyphenyl)amino)-7-(3-(4-(4-((2,6-dioxopiperidin-3-yl)amino)benzyl)piperazin-1-yl)propoxy)-6-methoxyquinoline-3-carbonitrile